BrC1=C(C=C(C=C1)N=C=O)N=C=O 4-bromo-1,3-phenylene diisocyanate